FC(COC1=CC=C(C=C1)CN)F [4-(2,2-difluoroethoxy)phenyl]methylamine